methyl 2-(2-(4-(4-((tert-butoxycarbonyl)amino)phenyl)thiazole-2-carboxamido)acrylamido)acrylate C(C)(C)(C)OC(=O)NC1=CC=C(C=C1)C=1N=C(SC1)C(=O)NC(C(=O)NC(C(=O)OC)=C)=C